Ethyl 1-[(4-{3-azabicyclo[3.1.0]hexan-3-yl}-2-bromophenyl)methyl]-1H-imidazole-4-carboxylate C12CN(CC2C1)C1=CC(=C(C=C1)CN1C=NC(=C1)C(=O)OCC)Br